NC1=NC(=CC(=N1)NC1=CC=C(C=C1)NC(C1=CC=C(C=C1)NC1=CC=NC2=CC=CC=C12)=O)C N-[4-(2-amino-6-methylpyrimidin-4-ylamino)phenyl]-4-(quinolin-4-ylamino)benzamide